NC1=C(C=2C(=NC=C(C2S1)F)C=1C2=C(C=3C=NC(=NC3C1F)OC[C@H]1N(C[C@H](C1)F)CCO)COC2)C#N 2-Amino-7-fluoro-4-[5-fluoro-3-[[(2S,4S)-4-fluoro-1-(2-hydroxyethyl)pyrrolidin-2-yl]methoxy]-7,9-dihydrofuro[3,4-f]quinazolin-6-yl]thieno[3,2-c]pyridine-3-carbonitrile